3-{6-fluoro-4-[(oxan-4-yl)amino]-1-(2,2,2-trifluoroethyl)-1H-indol-2-yl}prop-2-yn FC1=CC(=C2C=C(N(C2=C1)CC(F)(F)F)C#CC)NC1CCOCC1